1-hydroxy-2-(pyridin-4-yl)ethane-1,1-diyl-bis(phosphonic acid) OC(CC1=CC=NC=C1)(P(O)(O)=O)P(O)(O)=O